(E)-N,N-Dimethyl-4-((3R)-3-((5-((Z)-4,4,4-trifluoro-1-(3-fluoro-1-(tetrahydro-2H-pyran-2-yl)-1H-indazol-5-yl)-2-phenylbut-1-en-1-yl)pyridin-2-yl)oxy)piperidin-1-yl)but-2-enamide CN(C(\C=C\CN1C[C@@H](CCC1)OC1=NC=C(C=C1)\C(=C(\CC(F)(F)F)/C1=CC=CC=C1)\C=1C=C2C(=NN(C2=CC1)C1OCCCC1)F)=O)C